methyl 1-((6-methyl-5-nitropyridin-2-yl)carbamoyl)piperidine-4-carboxylate CC1=C(C=CC(=N1)NC(=O)N1CCC(CC1)C(=O)OC)[N+](=O)[O-]